1,4-bis(3-((1-((1-methoxypropan-2-yl)oxy)propan-2-yl)oxy)prop-1-en-2-yl)benzene COCC(C)OCC(C)OCC(=C)C1=CC=C(C=C1)C(=C)COC(COC(COC)C)C